C(C)(C)(C)OC(=O)C=1C=CC2=C(N(C(=N2)CCl)C[C@H]2OCC2)C1 (S)-2-(chloromethyl)-1-((oxetan-2-yl)methyl)-1H-benzo[d]Imidazole-6-carboxylic acid tert-butyl ester